BrC(C(=O)O)(CC1=C(C=CC=C1)OC)N bromo-2-amino-3-(2-methoxyphenyl)propionic acid